O1CC(CCC1)N1N=C2C(N=C(C=C2)CO)=C1 (2-(Oxan-3-yl)-2H-pyrazolo[4,3-b]Pyridin-5-yl)methanol